D-glucose-1-14C C([C@H]([C@H]([C@@H]([C@H]([14CH]=O)O)O)O)O)O